CN1N=CN=C1C=1N=C(OC1)C1=C2C=C(N=CC2=C(N=C1)NC)NC(=O)C1CC1 N-(5-(4-(1-methyl-1H-1,2,4-triazol-5-yl)oxazol-2-yl)-8-(methylamino)-2,7-naphthyridin-3-yl)cyclopropanecarboxamide